3-fluoro-5-{2-[(3S,4S)-3-[(4-methylsulfonylphenoxy)methyl]-4-methylpyrrolidin-1-yl]Ethyl}benzonitrile FC=1C=C(C#N)C=C(C1)CCN1C[C@H]([C@@H](C1)C)COC1=CC=C(C=C1)S(=O)(=O)C